ClC1=NC(=CC=C1C(=O)O)C1=CC(=CC(=C1)OCC(C)C)F 2-Chloro-6-(3-fluoro-5-isobutoxy-phenyl)pyridine-3-carboxylic acid